S(C1=C(C=C(C(=C1)C(C)CCC)O)C(C)CCC)C1=C(C=C(C(=C1)C(C)CCC)O)C(C)CCC 4,4'-thio-bis(3,6-di-sec-amylphenol)